C1(CC1)C(C)N1N=CC(=C1)C1=C(C(=O)O)C=C(C=C1)NC(=O)C1(CC1)C1=C(C=C(C=C1)C(F)(F)F)F 2-[1-(1-Cyclopropylethyl)-1H-pyrazol-4-yl]-5-[({1-[2-fluoro-4-(trifluoromethyl)phenyl]cyclopropyl}carbonyl)amino]benzoic acid